CC1=CC=C(C=C1)S(=O)(=O)OC=1C=C(C=CC1)NC(=O)NC1=CC(=CC=C1)OS(=O)(=O)C=1C=C(C)C=CC1 N-[3-(p-toluenesulfonyloxy)phenyl]-N'-[3-(m-toluenesulfonyloxy)phenyl]urea